N[C@H]1CCC2=CC(=CC=C12)N1C(=NC=2C1=NC(=CC2)N2N=CC(=C2)C=O)C=2C(=NC=CC2)N (S)-1-(3-(1-amino-2,3-dihydro-1H-inden-5-yl)-2-(2-aminopyridin-3-yl)-3H-imidazo[4,5-b]pyridin-5-yl)-1H-pyrazole-4-carbaldehyde